2-(chloromethyl)-1-methyl-1H-benzimidazole ClCC1=NC2=C(N1C)C=CC=C2